3-(4-(((3-chlorophenyl)methyl)sulfonamido)phenyl)-5-((6-(trifluoromethyl)pyridin-2-yl)amino)-1H-pyrazole-4-carboxamide ClC=1C=C(C=CC1)CS(=O)(=O)NC1=CC=C(C=C1)C1=NNC(=C1C(=O)N)NC1=NC(=CC=C1)C(F)(F)F